C(CCCCCCCCC)(=O)N[C@@H](CC1=NN=C(O1)C1=CC=C(C(=O)N2C[C@H]([C@@H](C2)C(=O)N[C@@H]2[C@H](C2)C2=CC=CC=C2)C(=O)N[C@@H]2[C@H](C2)C2=CC=CC=C2)C=C1)C(=O)NCCCCCC (3S,4S)-1-(4-(5-((S)-2-decanamido-3-(hexylamino)-3-oxopropyl)-1,3,4-oxadiazol-2-yl)benzoyl)-N3,N4-bis((1S,2R)-2-phenylcyclopropyl)pyrrolidine-3,4-dicarboxamide